BrC1=C(C=2N(C=C1F)N=C(N2)N2C(=CC=C2C)C)F 7-bromo-2-(2,5-dimethyl-1H-pyrrol-1-yl)-6,8-difluoro-[1,2,4]triazolo[1,5-a]pyridine